8-(2-ethoxyethyl)-6-fluoro-1-methyl-4-carbonyl-1,4-dihydroquinoline-2-carboxylic acid methyl ester COC(=O)C=1N(C2=C(C=C(C=C2C(C1)=C=O)F)CCOCC)C